3-bromo-2-[2-(dimethylamino)ethylamino]-N-indan-2-yl-pyrazolo[1,5-a]pyrimidine-7-carboxamide BrC=1C(=NN2C1N=CC=C2C(=O)NC2CC1=CC=CC=C1C2)NCCN(C)C